(2R,3S,5R)-5-(4-amino-2-chloro-7H-pyrrolo[2,3-d]pyrimidin-7-yl)-2-ethynyl-2-(hydroxymethyl)tetrahydrofuran-3-yl picolinate N1=C(C=CC=C1)C(=O)O[C@@H]1[C@](O[C@H](C1)N1C=CC2=C1N=C(N=C2N)Cl)(CO)C#C